2-hydroxyethanediol (methyl)acrylate CC(C(=O)OC(CO)O)=C